S-Ethyl N-(α-imino-4-chlorobenzyl)dithiocarbamate N=C(C1=CC=C(C=C1)Cl)NC(SCC)=S